NC1=NC(=CC=2N1N=C(N2)C=2OC=CC2)N2[C@@H](CCC2)C(=O)N2CCN(CC2)CC(C)(F)F (S)-(1-(5-amino-2-(furan-2-yl)-[1,2,4]triazolo[1,5-c]pyrimidin-7-yl)pyrrolidin-2-yl)(4-(2,2-difluoropropyl)piperazin-1-yl)methanone